C(C)OC(=O)C1C(=CCCC1(C)C)CC ethyl-2-ethyl-6,6-dimethyl-2-cyclohexenecarboxylate